C1=CC=CC=2C3=CC=CC=C3C(C12)COC(=O)C1C(=O)NC(C1)=O (9-fluorenylmethoxycarbonyl)succinimide